C(C)N(C1=C(C(=NC=N1)NCC1=CC=C(C=C1)CC(=O)N)F)CC=1C(=NN(C1)CC)C 2-[4-[[[6-[ethyl-[(1-ethyl-3-methyl-pyrazol-4-yl)methyl]amino]-5-fluoro-pyrimidin-4-yl]amino]methyl]phenyl]acetamide